BrC1=CC=CC=2N1C=C(N2)NC(=O)C2CC2 N-(5-bromoimidazo[1,2-a]pyridin-2-yl)cyclopropylcarboxamide